Zirconium aminobenzenedicarboxylate NC1=C(C(=CC=C1)C(=O)[O-])C(=O)[O-].[Zr+4].NC1=C(C(=CC=C1)C(=O)[O-])C(=O)[O-]